C1(CCC1)C1=C(C=CC=C1)C1=NC(=NC(=C1CC)OC1=C(C(=CC=C1)N1CCN(CC1)C)F)NS(=O)(=O)C=1C=NN(C1)C N-[4-(2-cyclobutylphenyl)-5-ethyl-6-[2-fluoro-3-(4-methylpiperazin-1-yl)phenoxy]pyrimidin-2-yl]-1-methyl-pyrazole-4-sulfonamide